4-(1-methylpyrazol-4-yl)isothiazolo[5,4-c]pyridine CN1N=CC(=C1)C1=C2C(=CN=C1)SN=C2